stearyl-lactic acid sodium salt [Na+].C(CCCCCCCCCCCCCCCCC)C(C(=O)[O-])(O)C